NC=1C=C2C=C(C=C(C2=CC1)S(=O)(=O)O)S(=O)(=O)O 6-amino-1,3-naphthalenedisulfonic acid